(R)-(1-((2,5-dibromophenyl)amino)-1-oxopropan-2-yl)carbamic acid tert-butyl ester C(C)(C)(C)OC(N[C@@H](C(=O)NC1=C(C=CC(=C1)Br)Br)C)=O